ClC1=C(C=CC=C1Cl)C1=NNC2=NC(=CN=C21)N2CCC(CC2)(N)C 1-(3-(2,3-dichlorophenyl)-1H-pyrazolo[3,4-b]pyrazin-6-yl)-4-methylpiperidin-4-amine